(5S)-5-methylmorpholin-3-one C[C@H]1COCC(N1)=O